5-[4-(2,4,5-tricarboxybenzoyl)oxybutoxycarbonyl]benzene-1,2,4-tricarboxylic acid C(=O)(O)C1=C(C(=O)OCCCCOC(=O)C2=C(C=C(C(=C2)C(=O)O)C(=O)O)C(=O)O)C=C(C(=C1)C(=O)O)C(=O)O